N-(3,6-diethyl-9H-xanthen-9-yl)-2-oxo-6-(trifluoromethyl)-1,2-dihydropyridine-3-carboxamide C(C)C=1C=CC=2C(C3=CC=C(C=C3OC2C1)CC)NC(=O)C=1C(NC(=CC1)C(F)(F)F)=O